C(C)[NH2+]CC.C(C1=CC=CC=C1)C([C@H](N)C(=O)[O-])CO 3-benzyl-L-homoserine diethylammonium salt